Tert-butyl 4-[3-chloro-4-(2,6-dioxo-3-piperidyl)phenyl]piperazine-1-carboxylate ClC=1C=C(C=CC1C1C(NC(CC1)=O)=O)N1CCN(CC1)C(=O)OC(C)(C)C